C1(=CC=CC=C1)CC(=O)NC1=NN=C(S1)O[C@@H]1CN(CC1)C(=O)OC(C)(C)C tert-butyl (3S)-3-{[5-(2-phenylacetamido)-1,3,4-thiadiazol-2-yl]oxy}pyrrolidine-1-carboxylate